N-methacryloxybutyl-N,N-dimethylammonium C(C(=C)C)(=O)OCCCC[NH+](C)C